C1(=CC=CC=C1)C1=CC=CC=2C3=C(SC21)C(=CC=C3)C3=NC(=NC(=N3)C=3C=C(C=CC3)C3=CC=CC=C3)C=3C=C(C=CC3)C3=CC=CC=C3 2-(6-phenyldibenzothiophene-4-yl)-4,6-bis(1,1'-biphenyl-3-yl)-1,3,5-triazine